BrC=1C=C(C=CC1)N1C(NC(C(C1=O)=CC=1OC=CC1)=O)=S 1-(3-Bromophenyl)-5-(2-furylmethylene)-2-thioxo-hexahydropyrimidine-4,6-dione